2-(adamantan-1-yl)ethyl (5-bromopentyl) carbonate C(OCCC12CC3CC(CC(C1)C3)C2)(OCCCCCBr)=O